(Z)-N-(3-chloro-4-fluorophenyl)-4-(2-fluorovinyl)-1,2,5-oxadiazole-3-carboxamide ClC=1C=C(C=CC1F)NC(=O)C1=NON=C1\C=C/F